CC(C(N)(C)C)(N)C Tetramethyl-1,2-ethandiamin